N,N-Dimethylisopropylamine CC(C)N(C)C